4-(Bicyclo[2.2.1]hept-5-en-2-yl)-N,N,N-tributylbutan-1-aminium hexafluoroantimonate F[Sb-](F)(F)(F)(F)F.C12C(CC(C=C1)C2)CCCC[N+](CCCC)(CCCC)CCCC